N6-(dimethylallyl)adenosine 5'-phosphate P(=O)(O)(O)OC[C@@H]1[C@H]([C@H]([C@@H](O1)N1C=NC=2C(NCC=C(C)C)=NC=NC12)O)O